C(C)OC1=CC(=C(S1)C1=C(C(=O)O)C=CC=C1)C1=C(C(=CC=C1)F)F (5-(ethoxy)-3-(2,3-difluorophenyl)thiophen-2-yl)benzoic acid